monoisopropyl phthalate C(C=1C(C(=O)[O-])=CC=CC1)(=O)OC(C)C